O1N=CC=C1C(=O)[O-] 1,2-oxazole-5-carboxylate